C(C1=CC=CC=C1)N1C=CC2=CC(=CC=C12)OC(F)(F)F 1-benzyl-5-(trifluoromethoxy)-1H-indole